N,N-bis(4-methoxybenzyl)-2-(2-(4-methoxybenzyl)-2H-tetrazol-5-yl)-6-((3-(trifluoromethyl)phenyl)sulfonyl)benzenesulfonamide COC1=CC=C(CN(S(=O)(=O)C2=C(C=CC=C2S(=O)(=O)C2=CC(=CC=C2)C(F)(F)F)C=2N=NN(N2)CC2=CC=C(C=C2)OC)CC2=CC=C(C=C2)OC)C=C1